N-[5-(2,6-difluoro-4-methoxyphenyl)-1-methyl-2-[6-(methylamino)-3-(trifluoromethyl)pyridin-2-yl]-3-oxo-2,3-dihydro-1H-pyrazol-4-yl]-4-(difluoromethoxy)benzamide FC1=C(C(=CC(=C1)OC)F)C1=C(C(N(N1C)C1=NC(=CC=C1C(F)(F)F)NC)=O)NC(C1=CC=C(C=C1)OC(F)F)=O